N[C@@H]1[C@@H](CN(CC1)C1=C(C=NC2=CC=C(C=C12)C1=C(C(=CC=C1)F)C=NO)C1=CC(=CC(=C1)C)F)O cis-4-Amino-1-(6-{3-fluoro-2-[(hydroxyimino)methyl]phenyl}-3-(3-fluoro-5-methylphenyl)chinolin-4-yl)piperidin-3-ol